C=C1C(CCCC1)=C 1,2-dimethylencyclohexan